(Z)-1-(7-(4-(4-(((2-(4-(1,2-diphenylbut-1-en-1-yl)phenoxy)ethyl)(methyl)amino)methyl)phenyl)-1H-1,2,3-triazol-1-yl)heptyl)-3-hydroxy-2-methylpyridin-4(1H)-one C1(=CC=CC=C1)/C(=C(\CC)/C1=CC=CC=C1)/C1=CC=C(OCCN(C)CC2=CC=C(C=C2)C=2N=NN(C2)CCCCCCCN2C(=C(C(C=C2)=O)O)C)C=C1